ClC=1C=CC(=C(CN2CC3(CC2)CCN(CC3)C(=O)Cl)C1)C(F)(F)F 2-(5-chloro-2-(trifluoromethyl)benzyl)-2,8-diazaspiro[4.5]decane-8-carbonyl chloride